BrC=1C=C(C=NC1)OCC(=O)OC(C)(C)C tert-butyl 2-[(5-bromopyridin-3-yl)oxy]acetate